lithium sodium niobium-titanium oxide [O-2].[Ti+4].[Nb+5].[Na+].[Li+]